NCCC1=CC2=C(N=C(S2)CNC(=O)C2(CC3=CC=CC=C3C2)CC(=O)O)C=C1 2-[2-[[6-(2-aminoethyl)-1,3-benzothiazol-2-yl]methylcarbamoyl]indan-2-yl]acetic acid